endo-2-(2-(5-methoxybenzofuran-3-yl)ethyl)-7-phenyl-2-azabicyclo[2.2.2]oct-5-ene COC=1C=CC2=C(C(=CO2)CCN2C3C=CC(C2)CC3C3=CC=CC=C3)C1